BrC=1C(=NC(=NC1)NC1=C(C=C(C(=C1)OC)N1CCC(CC1)N1CCN(CC1)C)C)NC1=CC=C(C(=C1C(C)(C)O)F)F 2-(6-((5-Bromo-2-((5-methoxy-2-methyl-4-(4-(4-methylpiperazin-1-yl)piperidin-1-yl)phenyl)amino)pyrimidin-4-yl)amino)-2,3-difluorophenyl)propan-2-ol